OC1(C(C=C(C=C1)C1=CC(=CC=C1)C(=O)O)C(=O)O)O 4,4-dihydroxybiphenyl-3,3'-dicarboxylic acid